[N-](S(=O)(=O)C(F)(F)F)S(=O)(=O)C(F)(F)F.C(CCCC)N1CN(C=C1)C 1-pentyl-3-methylimidazole bistrifluoromethanesulfonimide salt